O(C1=CC=CC=C1)C1=C(C=CC=C1)/C=C/C(=O)N1C(OCC1)=O (E)-3-(3-(2-phenoxyphenyl)acryloyl)oxazolidin-2-one